CN1N=CC(=C1CNC(=O)OCC(C)(C)C)C1=CC=C(C=N1)OC1CCCCC1 (1S,3S)-3-((6-(1-Methyl-5-((((neo-pentyloxy)carbonyl)amino)methyl)-1H-pyrazol-4-yl)pyridin-3-yl)oxy)-cyclohexan